C1=CC=CC=2C3=CC=CC=C3C(C12)N1CC=2N=C(N=C(C2C1)N1C[C@@H](N(CC1)C(=O)OCC1=CC=CC=C1)CC#N)OC[C@H]1N(CCC1)C benzyl (S)-4-(6-(9H-fluoren-9-yl)-2-(((S)-1-methylpyrrolidin-2-yl)methoxy)-6,7-dihydro-5H-pyrrolo[3,4-d]pyrimidin-4-yl)-2-(cyanomethyl)piperazine-1-carboxylate